N-[1-benzyl-4-(2,5-dichloro-4-pyridyl)-4-piperidyl]-4-(trifluoromethoxy)benzenesulfonamide C(C1=CC=CC=C1)N1CCC(CC1)(C1=CC(=NC=C1Cl)Cl)NS(=O)(=O)C1=CC=C(C=C1)OC(F)(F)F